mono(3-carboxypropyl) phthalate C(C=1C(C(=O)[O-])=CC=CC1)(=O)OCCCC(=O)O